4-(4,5-dichloro-2-hydroxyphenyl)-3-hydroxypiperidine-1-carboxylic acid tert-butyl ester C(C)(C)(C)OC(=O)N1CC(C(CC1)C1=C(C=C(C(=C1)Cl)Cl)O)O